COCC1OCCC(C1)=O 2-(methoxymethyl)tetrahydro-4H-pyran-4-one